(3R,4aR,5S,6S,6aS,10S,10aR,10bS)-6,10,10b-trihydroxy-3,4a,7,7,10a-pentamethyl-1-oxo-3-vinyldodecahydro-1H-benzo[f]chromen-5-yl acetate C(C)(=O)O[C@H]1[C@H]([C@@H]2[C@@]([C@]3(C(C[C@@](O[C@]13C)(C=C)C)=O)O)([C@H](CCC2(C)C)O)C)O